S(=O)(=O)(C1=CC=C(C)C=C1)N1[C@H](C[C@H](CC1)C(F)(F)F)C1=C(C=O)C=CC=C1 2-((2R,4S)-1-tosyl-4-(trifluoromethyl)piperidin-2-yl)benzaldehyde